N,N'-bis(2-chloro-3-methylphenyl)thiourea ClC1=C(C=CC=C1C)NC(=S)NC1=C(C(=CC=C1)C)Cl